trans-N-(6-(difluoromethoxy)-5-methylpyridin-3-yl)-2-fluoro-8-methyl-8-(1-methyl-1H-pyrazol-4-yl)-7,8-dihydro-6H-cyclopenta[e]pyrazolo[1,5-a]pyrimidine-6-carboxamide FC(OC1=C(C=C(C=N1)NC(=O)[C@@H]1C[C@](C2=C1C=NC=1N2N=C(C1)F)(C=1C=NN(C1)C)C)C)F